FC=1C=C(C=C2C3(C(NC12)=O)CC3)C3N(C[C@H](CC3)C)C(=O)OC(C)(C)C tert-butyl (5S)-2-(7'-fluoro-2'-oxospiro[cyclopropane-1,3'-indolin]-5'-yl)-5-methylpiperidine-1-carboxylate